3-(3-chloro-4-fluorophenyl)-1-(8,9-difluoro-6-((2-aminoethyl)amino)-1,4-dihydro-2H-pyrano[3,4-c]isoquinolin-1-yl)-1-methylurea ClC=1C=C(C=CC1F)NC(N(C)C1COCC=2N=C(C=3C=C(C(=CC3C21)F)F)NCCN)=O